COC1=C(C=C2C3=C(N(C2=C1)C)C(=NC=C3)C)C3=CC=C(C=C3)NC(=O)C=3N=CN(C3)C N-(4-(7-methoxy-1,9-dimethyl-9H-pyrido[3,4-b]indol-6-yl)phenyl)-1-methyl-1H-imidazole-4-carboxamide